C(#N)N1C2CCC(C1)[C@H]2NC(C2=CC=C(C=C2)C2=C(C=NC=C2)SC2=CC=C(C=C2)F)=O N-((7R)-2-Cyano-2-azabicyclo[2.2.1]heptan-7-yl)-4-(3-((4-fluorophenyl)thio)pyridin-4-yl)benzamid